4-(5-(1-methyl-1H-pyrrolo[2,3-b]pyridin-5-yl)-1-(piperidin-4-ylmethyl)-1H-pyrrolo[2,3-c]pyridin-4-yl)benzonitrile CN1C=CC=2C1=NC=C(C2)C=2C(=C1C(=CN2)N(C=C1)CC1CCNCC1)C1=CC=C(C#N)C=C1